7-((R)-2-(((3-chloropyridin-2-yl)oxy)methyl)pyrrolidin-1-yl)-6-cyano-1-(6-((S)-3-(dimethylamino)pyrrolidin-1-yl)pyridin-3-yl)-4-oxo-1,4-dihydroquinoline-3-carboxylic acid ClC=1C(=NC=CC1)OC[C@@H]1N(CCC1)C1=C(C=C2C(C(=CN(C2=C1)C=1C=NC(=CC1)N1C[C@H](CC1)N(C)C)C(=O)O)=O)C#N